3-(2-((1S,2S,5R)-1-hydroxy-2-isopropyl-5-methylcyclohexane-1-carboxamido)ethyl)benzamide O[C@@]1([C@@H](CC[C@H](C1)C)C(C)C)C(=O)NCCC=1C=C(C(=O)N)C=CC1